ethynyltri(3-thienyl)silane C(#C)[Si](C1=CSC=C1)(C1=CSC=C1)C1=CSC=C1